O(C(=S)[S-])CCCCCCCCC n-nonyl xanthate